C(C#C)OCCCCO 4-(Propan-2-yn-1-yloxy)butan-1-ol